C(C1=CC=CC=C1)OC(=O)N1CC(C1)C1=C(NC2=C(C=C(C=C12)F)F)C1=CC=C(C=C1)F 3-[5,7-difluoro-2-(4-fluorophenyl)-1H-indol-3-yl]Azetidine-1-carboxylic acid benzyl ester